FC1=C(C(=C(C(=C1F)F)F)OC)S(=O)(=O)Cl 2,3,4,5-tetrafluoro-6-methoxybenzene-1-sulfonyl chloride